1,2,3,3-tetrafluoropropylene FC=C(C(F)F)F